N-acetyl-D-neuraminic acid-1,2,3-13C3 C(C)(=O)N[C@@H]1[C@H]([13CH2][13C]([13C](O)=O)(O)O[C@H]1[C@H](O)[C@H](O)CO)O